(cis)-N-benzyl-2-methyltetrahydrofuran-3-amine C(C1=CC=CC=C1)N[C@@H]1[C@@H](OCC1)C